N-methyl-N-trimethylsilylaminopropyl-(methyl)diethoxysilane CN([Si](C)(C)C)CCC[Si](OCC)(OCC)C